ethyl 6-ethyl-4-(3-hydroxy-3-methyl-but-1-ynyl)-2-methyl-7-oxo-1H-pyrrolo[2,3-c]pyridine-3-carboxylate C(C)N1C(C2=C(C(=C1)C#CC(C)(C)O)C(=C(N2)C)C(=O)OCC)=O